CC(C)(OCCN)OCCN 2,2'-(propane-2,2-diylbis(oxy))diethanamine